2-((6aR,8R)-8-((5-(chloromethyl)-3-fluoropyridin-2-yl)oxy)-6a-(fluoromethyl)-5,6,6a,7,8,9-hexahydropyrrolo[1',2':4,5]pyrazino[2,3-c]pyridazin-2-yl)-6-fluorophenol ClCC=1C=C(C(=NC1)O[C@@H]1C[C@]2(N(C=3C(=NN=C(C3)C3=C(C(=CC=C3)F)O)NC2)C1)CF)F